C(C)(C)(C)OC(=O)N1[C@@H](CN(C[C@@H]1C)C1=C2C=CC(=NC2=C(C=C1)C(=O)O)OC)C 5-((3R,5S)-4-(tert-butoxycarbonyl)-3,5-dimethylpiperazin-1-yl)-2-methoxyquinoline-8-carboxylic acid